C1(CC1)C=1NC=C(N1)C1=NC(=NO1)[C@@H]1C([C@H]1C1=CC=C(C=C1)S(=O)(=O)N)(C)C 4-{(1S,3S)-3-[5-(2-cyclopropyl-1H-imidazol-4-yl)-1,2,4-oxadiazol-3-yl]-2,2-dimethylcyclopropyl}benzenesulfonamide